(3,4-dichlorophenyl)-1-(2-oxo-1,2-dihydroquinoline-4-carbonyl)-N-(4-oxo-4,5-dihydrothiazol-2-yl)piperazine-2-carboxamide ClC=1C=C(C=CC1Cl)C1(N(CCNC1)C(=O)C1=CC(NC2=CC=CC=C12)=O)C(=O)NC=1SCC(N1)=O